C(#N)C1=CC(=C(C=C1F)NS(=O)(=O)C1=CNC(=C1)C1=CC=NS1)F N-(4-cyano-2,5-difluorophenyl)-5-(1,2-thiazol-5-yl)-1H-pyrrole-3-sulfonamide